C(=CCCCCCCCC)C1C(CCC1)=O decen-1-yl-cyclopentanone